2-(2,3-dihydrobenzo[b][1,4]dioxin-2-yl-6,7-d2)-4,5-dihydro-1H-imidazole-4-d O1C2=C(OCC1C=1NCC(N1)[2H])C=C(C(=C2)[2H])[2H]